1,2,3,6,7,8-hexachlorooxanthrene ClC1=C(C(=CC=2OC3=C(C(=C(C=C3OC12)Cl)Cl)Cl)Cl)Cl